2-[benzyl-(methyl)amino]-7,8-dihydro-6H-1,6-naphthyridin-5-one C(C1=CC=CC=C1)N(C1=NC=2CCNC(C2C=C1)=O)C